9-(2-bromoethyl)-9H-purin-6-amine BrCCN1C2=NC=NC(=C2N=C1)N